(3R)-N-[(1S)-1-cyano-2-[4-(3-methyl-2-oxo-1,3-benzoxazol-5-yl)phenyl]ethyl]-3-hydroxypyrrolidine-3-carboxamide C(#N)[C@H](CC1=CC=C(C=C1)C=1C=CC2=C(N(C(O2)=O)C)C1)NC(=O)[C@@]1(CNCC1)O